3-[4-(cyclopropanecarbonylamino)phenyl]-N-methyl-imidazo[1,2-a]pyrazine-6-carboxamide C1(CC1)C(=O)NC1=CC=C(C=C1)C1=CN=C2N1C=C(N=C2)C(=O)NC